N-(2-(((2,4-dimethoxybenzyl)amino)methyl)thieno[3,2-c]pyridin-4-yl)benzamide COC1=C(CNCC2=CC=3C(=NC=CC3S2)NC(C2=CC=CC=C2)=O)C=CC(=C1)OC